4-(1,3-benzodioxol-5-yl)butane-2-one O1COC2=C1C=CC(=C2)CCC(C)=O